[N].C(C=1C(O)=CC=CC1)=O salicylaldehyde nitrogen